CC1=NC2=CC=CC(=C2C(N1C1C(NC(CC1)=O)=O)=O)NCCOCCN1CCN(CC1)C1COC1 3-(2-methyl-5-((2-(2-(4-(oxetane-3-yl)piperazin-1-yl)ethoxy)ethyl)amino)-4-Oxoquinazolin-3(4H)-yl)piperidine-2,6-dione